C1(CC1)C1=CN(C=2C(N(N=CC21)CC(=O)N[C@@H](C)C2=CC=C(C=C2)C(F)(F)F)=O)C (S)-2-(3-cyclopropyl-1-methyl-7-oxo-1,7-dihydro-6H-pyrrolo[2,3-d]pyridazin-6-yl)-N-(1-(4-(trifluoromethyl)phenyl)ethyl)acetamide